CO[Se](O[Se](=O)(=O)OC)(=O)=O dimethyl-diselenic acid